phenylsulfinylimidazole C1(=CC=CC=C1)S(=O)C=1NC=CN1